1H-pyrazolo[4,3-c]Pyridine-7-carboxylic acid methyl ester COC(=O)C=1C2=C(C=NC1)C=NN2